C1(=CC(=CC=C1)N1N=CC2=CC=C(C=C12)N1CCC2(CNC2)CC1)C 7-(1-(m-tolyl)-1H-indazol-6-yl)-2,7-diazaspiro[3.5]nonane